Carbonylcyanid p-Trifluoromethoxyphenylhydrazon FC(OC1=CC=C(C=C1)NN=C(C#N)C#N)(F)F